OC1=C(C=CC(=C1)C)CCCCCCCCCCCC(=NO)CCCCCCCCCCCC1=C(C=C(C=C1)C)O 2-hydroxy-4-methyl-phenylundecylketoxime